3,5,8-trimethoxyxanthone COC=1C=CC=2C(C3=C(C=CC(=C3OC2C1)OC)OC)=O